BrC1=C(C=NN(C1=O)C)N[C@@H]1C[C@@H](CN(C1)C)C1=CC=C(C=O)C=C1 4-[(3R,5R)-5-[(5-bromo-1-methyl-6-oxo-pyridazin-4-yl)amino]-1-methyl-3-piperidyl]benzaldehyde